N-[3-(5-chloro-1,3-benzoxazol-2-yl)-1-bicyclo[1.1.1]pentanyl]-5-methylsulfinyl-furan-2-carboxamide ClC=1C=CC2=C(N=C(O2)C23CC(C2)(C3)NC(=O)C=3OC(=CC3)S(=O)C)C1